(S)-tert-butyl (5-bromoisochroman-1-yl)methylcarbamate BrC1=C2CCO[C@@H](C2=CC=C1)CNC(OC(C)(C)C)=O